BrC1=CC=C(C=C1)N1N=C2C=3C(N(CCC13)C(=O)[O-])CNCCO2 2-(4-bromophenyl)-2,3,4,5a,6,7,8,9-octahydro-5H-10-oxa-1,2,5,7-tetraazacycloocta[cd]indene-5-carboxylate